CN(C)C1=CC=CC(=C1)CBr 3-(bromomethyl)-N,N-dimethylaniline